8-cyclobutoxy-7-(1-(1-ethoxyethyl)-1H-pyrazol-4-yl)-N-(2-methyl-4-nitrophenyl)-[1,2,4]triazolo[1,5-c]pyrimidin-2-amine C1(CCC1)OC=1C=2N(C=NC1C=1C=NN(C1)C(C)OCC)N=C(N2)NC2=C(C=C(C=C2)[N+](=O)[O-])C